Cl.Cl.NC(CC1=C(C=2N=C(N=C(C2S1)NCC1=C(C=NC=C1)F)Cl)Br)C 6-[(2'S)-2-aminopropyl]-7-bromo-2-chloro-N-[(3-fluoropyridin-4-yl)methyl]thieno[3,2-d]pyrimidin-4-amine dihydrochloride